(Z)-methyl 3-cyclohexyl-2-((ethoxycarbonyl)imino)-2,3-dihydrothiazole-4-carboxylate C1(CCCCC1)N1/C(/SC=C1C(=O)OC)=N/C(=O)OCC